(5S,8S)-1-(9H-fluoren-9-yl)-5-isopropyl-8-methyl-3,6,9-trioxo-2-oxa-4,7,10-triazaundecane-11-yl acetate C(C)(=O)OCNC([C@@H](NC([C@@H](NC(OCC1C2=CC=CC=C2C=2C=CC=CC12)=O)C(C)C)=O)C)=O